1-ethyl-6-fluoro-7-piperazin-1-yl-3-[3-(furan-2-yl)acryloyl]quinolin-4(1H)-one C(C)N1C=C(C(C2=CC(=C(C=C12)N1CCNCC1)F)=O)C(C=CC=1OC=CC1)=O